CC1=C(C(=C(C1([Hf]C=1CC=2C=CC3=C(C2C1C(C)CC)C=CC=C3)C)C)C)C Pentamethylcyclopentadienyl-(1-sec-butyl-benzo[e]indenyl)hafnium